Methyl 2-(4-(cyclopropylsulfonyl)piperazin-1-yl)propanoate C1(CC1)S(=O)(=O)N1CCN(CC1)C(C(=O)OC)C